4,4'-((1S,2S,3R,4R)-3,4-dimethylcyclobutane-1,2-diyl)bis(2-chloro-1-methoxybenzene) C[C@H]1[C@@H]([C@H]([C@@H]1C)C1=CC(=C(C=C1)OC)Cl)C1=CC(=C(C=C1)OC)Cl